2-[2,4-Difluoro-5-(7-morpholin-4-yl-quinazolin-4-yl)-phenyl]-2-pyrrolo-[1,2-a]pyrazin-1-yl-acetamide FC1=C(C=C(C(=C1)F)C1=NC=NC2=CC(=CC=C12)N1CCOCC1)C(C(=O)N)C=1C=2N(C=CN1)C=CC2